N1(CC=CC=C1)C(=O)OC(C)(C)C tert-butyl pyridine-1(2H)-carboxylate